8-Bromo-2-phenyl-4-(p-tolyl)-4H-furo[2,3-c]chromene BrC1=CC=2C3=C(C(OC2C=C1)C1=CC=C(C=C1)C)OC(=C3)C3=CC=CC=C3